1-methyl-ethylpyrrolidinium CC(C)[NH+]1CCCC1